methyl 3-chloro-5-(difluoromethyl)picolinate ClC=1C(=NC=C(C1)C(F)F)C(=O)OC